C(#C)C1=CC(=CC=C1)F 4-ethynyl-2-fluorobenzene